N-[2-fluoro-4-methyl-5-(4,4,5,5-tetramethyl-1,3,2-dioxaborolan-2-yl)phenyl]-3-(trifluoromethyl)pyrrolidine-1-carboxamide FC1=C(C=C(C(=C1)C)B1OC(C(O1)(C)C)(C)C)NC(=O)N1CC(CC1)C(F)(F)F